tert-Butyl 4-(7-(difluoromethyl)-6-(1-methyl-1H-pyrazol-4-yl)-3,4-dihydroquinolin-1(2H)-yl)-2-(3,6-dihydro-2H-pyran-4-yl)-7,8-dihydropyrido[4,3-d]pyrimidine-6(5H)-carboxylate FC(C1=C(C=C2CCCN(C2=C1)C=1C2=C(N=C(N1)C=1CCOCC1)CCN(C2)C(=O)OC(C)(C)C)C=2C=NN(C2)C)F